((1r,3r,5r,7r)-adamantan-2-yl)prop-2-yn-1-amine C12C(C3CC(CC(C1)C3)C2)C(C#C)N